FC(N1C(C=C(C=C1)N1N=CC(=N1)CN1C[C@@H](N[C@@H](C1)C=1C(=C2COC(C2=CC1)=O)C)C)=O)F 1-(difluoromethyl)-4-(4-(((3s,5r)-3-methyl-5-(4-methyl-1-oxo-1,3-dihydroisobenzofuran-5-yl)piperazin-1-yl)methyl)-2H-1,2,3-triazol-2-yl)pyridin-2(1H)-one